COC1=C(CNC(C2=C(C(=C(C(=C2F)F)F)F)S(N(C)C)(=O)=O)=O)C=CC(=C1)OC N-(2,4-dimethoxybenzyl)-2-(N,N-dimethylsulfamoyl)-3,4,5,6-tetrafluorobenzamide